sodium zinc ethylenediamine tetraacetate C(C)(=O)ON(CCN(OC(C)=O)OC(C)=O)OC(C)=O.[Zn].[Na]